4-((1-acetyl-3-oxoindolin-2-ylidene)methyl)-2-methoxyphenyl methanesulfonate CS(=O)(=O)OC1=C(C=C(C=C1)C=C1N(C2=CC=CC=C2C1=O)C(C)=O)OC